Amino-acetic acid 7-[4-(4-benzo[b]thiophen-4-ylpiperazin-1-yl)butoxy]-4,4-dimethyl-2-oxo-3,4-dihydro-2H-quinolin-1-ylmethyl ester S1C2=C(C=C1)C(=CC=C2)N2CCN(CC2)CCCCOC2=CC=C1C(CC(N(C1=C2)COC(CN)=O)=O)(C)C